2-fluoro-N-(6-(2-fluoro-4-methylpyridin-3-yl)benzo[d]thiazol-2-yl)cyclopropane-1-carboxamide FC1C(C1)C(=O)NC=1SC2=C(N1)C=CC(=C2)C=2C(=NC=CC2C)F